2-(4-(azetidine-1-sulfonyl)benzamido)thiophene-3-carbonyl-carbamic acid methyl ester COC(NC(=O)C1=C(SC=C1)NC(C1=CC=C(C=C1)S(=O)(=O)N1CCC1)=O)=O